5-amino-4-cyano-3-methylthiophene-2-carboxamide NC1=C(C(=C(S1)C(=O)N)C)C#N